(1-(6-chloro-1-(pyridin-3-yl)-1H-indazol-3-yl)ethyl)-3-(1H-indol-5-yl)-1H-pyrazolo[3,4-d]pyrimidin-4-amine ClC1=CC=C2C(=NN(C2=C1)C=1C=NC=CC1)C(C)N1N=C(C=2C1=NC=NC2N)C=2C=C1C=CNC1=CC2